6-hydroxy-N-(thiophen-2-ylmethyl)picolinamide OC1=CC=CC(=N1)C(=O)NCC=1SC=CC1